OOC1=CC=C(C=C1)C(C)=O p-hydroxyoxyacetophenone